(R)-N-(1-(4-(dimethylamino)pyridin-2-yl)ethyl)-5-(4-(trifluoromethyl)phenoxy)-2-naphthamide CN(C1=CC(=NC=C1)[C@@H](C)NC(=O)C1=CC2=CC=CC(=C2C=C1)OC1=CC=C(C=C1)C(F)(F)F)C